5-butyl-2-(4-methoxyphenyl)-3-(4-methylsulfonyl-1-piperidyl)pyrazine C(CCC)C=1N=C(C(=NC1)C1=CC=C(C=C1)OC)N1CCC(CC1)S(=O)(=O)C